CC(C(C)(C)C)CNCCCNCCC tetramethyl-4,8-diazaundecane